Ethyl (S)-3-(2',3'-Dimethylbiphenyl-3-yl)-3-(3-(4-hydroxy-1,5-dimethyl-2-oxo-1,2-dihydropyridin-3-yl)ureido)propanoat CC1=C(C=CC=C1C)C1=CC(=CC=C1)[C@H](CC(=O)OCC)NC(=O)NC=1C(N(C=C(C1O)C)C)=O